ClC1=C(C(=CC(=C1)F)Cl)NC=1N(C2=NC(=NC=C2N1)N[C@H]1COCCC1)C1CCC(CC1)C(=O)N (1s,4s)-4-(8-(2,6-dichloro-4-fluorophenylamino)-2-((R)-tetrahydro-2H-pyran-3-ylamino)-9H-purin-9-yl)cyclohexanecarboxamide